BrC=C(C)C Bromoisobutene